3-(5-(((1R,2R)-2-(3,3-dimethylpiperidin-1-yl)cyclopentyl)oxy)-1-oxoisoindolin-2-yl)piperidine-2,6-dione CC1(CN(CCC1)[C@H]1[C@@H](CCC1)OC=1C=C2CN(C(C2=CC1)=O)C1C(NC(CC1)=O)=O)C